N5-cyclopropyl-N3-methyl-2-oxo-1-((4,5,6,7-tetrahydro-1H-benzo[d]imidazol-4-yl)methyl)-1,2-dihydropyridine-3,5-dicarboxamide C1(CC1)NC(=O)C=1C=C(C(N(C1)CC1CCCC=2NC=NC21)=O)C(=O)NC